pentadecanoic acid behenyl ester C(CCCCCCCCCCCCCCCCCCCCC)OC(CCCCCCCCCCCCCC)=O